C1=C(C=CC2=CC=CC=C12)CS(=O)(=O)OC(=O)N1CCN(CC1)CC1=CC=C(C=C1)C(F)(F)F 1-(4-(4-(trifluoromethyl) benzyl) piperazine-1-carbonyl) naphthalen-2-ylmethanesulfonate